(2'-(dimethylamino)-6-methoxy-[2,4'-bipyridin]-5-yl)-5-methyl-3-phenylisoxazole-4-carboxamide CN(C1=NC=CC(=C1)C1=NC(=C(C=C1)NC(=O)C=1C(=NOC1C)C1=CC=CC=C1)OC)C